ClC1=CC=C(COC2=CC=C(C=C2)C(CC(C(F)(F)F)=O)=O)C=C1 1-{4-[(4-chlorobenzyl)oxy]phenyl}-4,4,4-trifluorobutane-1,3-dione